(3,5-dimethoxy-4-hydroxyphenyl)ethanediol COC=1C=C(C=C(C1O)OC)C(C)(O)O